C(C)N1C=C(C(C2=CC(=C(C=C12)N1CCN(CC1)CC=1C=CC=C2C=CC=NC12)F)=O)C(=O)O 1-ethyl-6-fluoro-7-(4-(quinolin-8-ylmethyl)piperazin-1-yl)-4-oxo-1,4-dihydroquinoline-3-carboxylic acid